N-(3-chloro-4-(4-(piperidine-4-carbonyl)piperazine-1-carbonyl)phenyl)-5-(1-cyclopentyl-3-(trifluoromethyl)-1H-pyrazol-4-yl)-1-methyl-1H-imidazole-2-carboxamide hydrochloride Cl.ClC=1C=C(C=CC1C(=O)N1CCN(CC1)C(=O)C1CCNCC1)NC(=O)C=1N(C(=CN1)C=1C(=NN(C1)C1CCCC1)C(F)(F)F)C